(S)-2-((((9H-fluoren-9-yl)methoxy)carbonyl)amino)-3-(5-chloro-2-(2-methyl-2H-1,2,3-triazol-4-yl)phenyl)propanoic acid C1=CC=CC=2C3=CC=CC=C3C(C12)COC(=O)N[C@H](C(=O)O)CC1=C(C=CC(=C1)Cl)C1=NN(N=C1)C